methyl (1R,2S,5S)-3-[(2S)-3-cyclopropyl-2-[[(3S)-tetrahydrofuran-3-carbonyl]amino]propanoyl]-6,6-dimethyl-3-azabicyclo[3.1.0]hexane-2-carboxylate C1(CC1)C[C@@H](C(=O)N1[C@@H]([C@H]2C([C@H]2C1)(C)C)C(=O)OC)NC(=O)[C@@H]1COCC1